CC=1SC2=C(C=NC=C2)N1 2-methylthiazolo[4,5-c]pyridine